C1(CCCC1)C(COC)(COC)C(C)CC 2-cyclopentyl-2-sec-butyl-1,3-Dimethoxypropane